N1N=CC2=CC(=CC=C12)NC1=NC(=NC=C1F)C=1C=C2CN(CC2=CC1)C(=O)C1CC(C1)(F)F (5-(4-((1H-indazol-5-yl)amino)-5-fluoropyrimidin-2-yl)isoindolin-2-yl)(3,3-difluorocyclobutyl)methanone